2-amino-3,4,7,8-tetramethylimidazo[4,5-f]quinoxaline NC=1N(C=2C(=C3N=C(C(=NC3=CC2C)C)C)N1)C